(1,2-dimethoxyethane) nickel Dibromide [Ni](Br)Br.COCCOC